ClC1=CC=CC2=CC=CC=C12 Chloronaphthaline